C(CCC)C1=CC(=C(C(=C1)F)C#CC1=CC(=C(C=C1)C1=CC=C(C=C1)Cl)F)F 4-((4-butyl-2,6-difluorophenyl)ethynyl)-4'-chloro-2-fluoro-1,1'-biphenyl